1-acetyl-2-(4-(2-hydroxyethoxy)-3-methoxybenzylidene)indolin C(C)(=O)N1C(CC2=CC=CC=C12)=CC1=CC(=C(C=C1)OCCO)OC